FC=1C=C2C=NC(=NC2=CC1)C1=CC(=C(C=C1)N1CCOC2=C(C1=O)N(N=C2)C)C 7-(4-(6-fluoroquinazolin-2-yl)-2-methylphenyl)-1-methyl-6,7-dihydro-1H-pyrazolo[3,4-f][1,4]oxazepin-8(5H)-one